NC(C(O)C)CO 2-Amino-1-methyl-1,3-propandiol